methyl 4-[4-benzyloxy-1-(3,4-difluorophenyl)-6-fluoro-2-(1-methyl-2-methylsulfonyloxy-ethyl)indol-3-yl]benzoate C(C1=CC=CC=C1)OC1=C2C(=C(N(C2=CC(=C1)F)C1=CC(=C(C=C1)F)F)C(COS(=O)(=O)C)C)C1=CC=C(C(=O)OC)C=C1